CN1C(=CC=2C1=CN=C(C2)C2(CC2)C(=O)N)C=2C(=C1C=NNC1=CC2)C [1-methyl-2-(4-methyl-1H-indazol-5-yl)pyrrolo[2,3-c]pyridin-5-yl]cyclopropanecarboxamide